(4,5,6,7-tetrahydropyrazolo[1,5-a]pyridin-2-yl)methyl ((2-(2,6-dioxopiperidin-3-yl)-4,7-difluoro-3-oxoisoindolin-5-yl)methyl)carbamate O=C1NC(CCC1N1CC2=C(C=C(C(=C2C1=O)F)CNC(OCC1=NN2C(CCCC2)=C1)=O)F)=O